3-(4-methoxyphenoxy)propan-1-amine COC1=CC=C(OCCCN)C=C1